C1(CC1)C=1C(=NN2C1C(NC(=C2)C2=CC(=C(C=C2)C(F)(F)F)F)=O)C(=O)OCC ethyl 3-cyclopropyl-6-[3-fluoro-4-(trifluoromethyl)phenyl]-4-oxo-4,5-dihydropyrazolo[1,5-a]pyrazine-2-carboxylate